4-chloro-2-[3-(3-fluorophenyl)ureido]-N-(2-hydroxy-ethyl)benzamide ClC1=CC(=C(C(=O)NCCO)C=C1)NC(=O)NC1=CC(=CC=C1)F